5-cyano-2-methylpyridin-4-ylboronic acid C(#N)C=1C(=CC(=NC1)C)B(O)O